CC1=C(C=CC=C1)[Na] methylphenylsodium